trans-N-(piperidin-4-ylmethyl)-2-(1-(m-toluenesulfonyl)indolin-5-yl)cyclopropylamine N1CCC(CC1)CN[C@H]1[C@@H](C1)C=1C=C2CCN(C2=CC1)S(=O)(=O)C=1C=C(C)C=CC1